BrC1=CC=2SC3=CC=C(C=C3SC2C=C1)C1=CC(=CC=C1)C1=CC2=CC=CC=C2C=C1 2-bromo-7-(3-(naphthalene-2-yl)phenyl)thianthrene